N-((S)-(4,4-difluorocyclohexyl)(5-((R)-oxetan-3-yl((S)-2-oxo-4-(trifluoromethyl)imidazolidin-1-yl)methyl)benzo[d]-oxazol-2-yl)methyl)-1-ethyl-1H-pyrazole-5-carboxamide FC1(CCC(CC1)[C@H](NC(=O)C1=CC=NN1CC)C=1OC2=C(N1)C=C(C=C2)[C@H](N2C(N[C@@H](C2)C(F)(F)F)=O)C2COC2)F